NC1=NC=CC=C1C1=NC=2C(=NC(=CC2)C(=O)OC)N1C1=CC=C(C=C1)CCl methyl 2-(2-aminopyridin-3-yl)-3-(4-(chloromethyl)phenyl)-3H-imidazo[4,5-b]pyridine-5-carboxylate